(3-hydroxypropyl)dimethylammonium OCCC[NH+](C)C